BrC1=CC(=NC=C1)N1N=C(C=2CCCC(C12)=O)C(F)(F)F 1-(4-bromopyridin-2-yl)-3-(trifluoromethyl)-1,4,5,6-tetrahydro-7H-indazol-7-one